[3-(2-cyclopropylethynyl)phenyl]malonyl dichloride C1(CC1)C#CC=1C=C(C=CC1)C(C(=O)Cl)C(=O)Cl